(3-acrylamido-4-(4-methylpiperazin-1-yl)phenyl)boronic acid C(C=C)(=O)NC=1C=C(C=CC1N1CCN(CC1)C)B(O)O